CN(C1=NC(=CC=C1)C(F)(F)F)CC1=CC=C(CN2CC(C2)C(=O)O)C=C1 1-(4-((methyl(6-(trifluoromethyl)pyridin-2-yl)amino)methyl)benzyl)azetidine-3-carboxylic acid